ClC1=NC=C2C(=N1)N(N=C2)CCCO 3-(6-chloropyrazolo[3,4-d]pyrimidin-1-yl)propan-1-ol